3-((7-(5-Chloro-1-((4-hydroxypiperidin-4-yl)methyl)-1H-benzo[d]imidazol-7-yl)thieno[3,2-b]pyridin-2-yl)methyl)-6,6-dimethyl-3-azabicyclo[3.1.0]hexane-2,4-dione ClC1=CC2=C(N(C=N2)CC2(CCNCC2)O)C(=C1)C1=C2C(=NC=C1)C=C(S2)CN2C(C1C(C1C2=O)(C)C)=O